N1(CCC2=CC=CC=C12)C(C)=O 1-indolin-1-yl-ethanone